(S)-1-(4-(trifluoromethyl)phenyl)ethylamine hydrochloride Cl.FC(C1=CC=C(C=C1)[C@H](C)N)(F)F